C1(CC1)OC1=C(N=NC(=C1)C=1C(=NC(=NC1)OC)OC)C 4-(cyclopropoxy)-6-(2,4-dimethoxypyrimidin-5-yl)-3-methyl-pyridazine